NC1=C(C(=CC=C1)NC1C=C2C=CN(C=C2O1)C(O)C1=C(C(=CC(=C1F)OC)OC)F)C (2-(2-amino-6-tolylamino)furo[3,2-d]pyridin-6-yl)(2,6-difluoro-3,5-dimethoxyphenyl)methanol